ClC=1C=C(C=CC1)[C@H](CN1[C@@H](C[C@@H](C1)COC1=CC=C(C=C1)S(=O)(=O)C)C)O (1R)-1-(3-chlorophenyl)-2-[(2R,4S)-4-[(4-methanesulfonyl-phenoxy)methyl]-2-methylpyrrolidin-1-yl]ethan-1-ol